4-amino-7-fluoro-N,3-dimeth-yl-N-((3S)-6-(trifluoromethyl)-2,3-dihydro-1-benzofuran-3-yl)[1,2]oxazolo[4,5-c]quinoline-8-carboxamide NC1=NC=2C=C(C(=CC2C2=C1C(=NO2)C)C(=O)N([C@@H]2COC1=C2C=CC(=C1)C(F)(F)F)C)F